1-(3-(8-chloro-6-fluoro-7-(2-fluoro-6-hydroxyphenyl)-1H-[1,2,3]triazolo[4,5-c]quinolin-1-yl)azetidin-1-yl)prop-2-en-1-one ClC1=CC=2C3=C(C=NC2C(=C1C1=C(C=CC=C1O)F)F)N=NN3C3CN(C3)C(C=C)=O